[V].[Cu].[Ni].[Co].[Fe] iron cobalt nickel copper vanadium